COC1C2C3CCCC3C(C1)C2 5-methoxyhexahydro-4,7-methanoindan